COCCOCCOCCOCCOCCOCCOCCN 2,5,8,11,14,17,20-heptaoxadocosane-22-amine